Cl.NC(C)C=1C(=NC=CC1)N(CC1=CC=C(C=C1)OC)CC1=CC=C(C=C1)OC 3-(1-aminoethyl)-N,N-bis(4-methoxybenzyl)pyridine-2-amine hydrochloride